NC1=CC=C2C(=CC(OC2=C1)=O)C1=C(C=CC=C1)C 7-amino-4-(o-tolyl)-2H-chromen-2-one